C[C@H]1CC[C@@H](N(C1)C(=O)OC(C)(C)C)C1=CC(=CC=C1)OCC1CCNCC1 tert-butyl (2R,5S)-5-methyl-2-[3-(4-piperidylmethoxy)phenyl]piperidine-1-carboxylate